O1C=NC=C1C(=O)N1CCC(CC1)C(=O)N1N=CCC1C1=CC=CC=C1 oxazol-5-yl(4-(5-phenyl-4,5-dihydro-1H-pyrazole-1-carbonyl)piperidin-1-yl)methanone